2-amino-1-(6-bromo-5-methoxypyridin-2-yl)ethan-1-ol NCC(O)C1=NC(=C(C=C1)OC)Br